O1COC2=C1C=CC(=C2)S(=O)(=O)N2C[C@H]1C(N(C=3C=CC(=CC3[C@H]1C2)F)C)=O (3aS,9bS)-2-(benzo[d][1,3]dioxol-5-ylsulfonyl)-8-fluoro-5-methyl-1,2,3,3a,5,9b-hexahydro-4H-pyrrolo[3,4-c]quinolin-4-one